4-((Boc)amino)-2-(4-(methoxycarbonyl)phenyl)butanoic acid C(=O)(OC(C)(C)C)NCCC(C(=O)O)C1=CC=C(C=C1)C(=O)OC